OC[C@@H]1C(N(CC1)C=1N=NC(=CC1)C1=C(C=C(C=C1C)C(F)(F)F)O)=O (3R)-3-(hydroxymethyl)-1-[6-[2-hydroxy-6-methyl-4-(trifluoromethyl)phenyl]pyridazine-3-yl]pyrrolidin-2-one